OC1(CCC1)C1=NC=CC(=C1)CNC1CS(C=C1)(=O)=O 3-(((2-(1-hydroxycyclobutyl)pyridin-4-yl)methyl)amino)-2,3-dihydrothiophene 1,1-dioxide